{6-[(2-Butyloctyl) oxy]-N-[2-(dimethylamino) ethyl]-6-oxohexanamido} hexadecanoate C(CCCCCCCCCCCCCCC)(=O)ON(C(CCCCC(=O)OCC(CCCCCC)CCCC)=O)CCN(C)C